COC1=CC=C(C=C1)NS(=O)(=O)C=1C=C(C=CC1)NC(=O)C1=NOC(=C1)C N-(3-(N-(4-methoxyphenyl)sulfamoyl)phenyl)-5-methylisoxazole-3-carboxamide